CC1=C(C(=CC(=C1)C)C)P(C1=CC=CC=C1)(C1=C(C=C(C=C1C)C)C)=O bis(2,4,6-trimethylphenyl)phenylphosphine oxide